Sodium N-[2-(ethylsulfanyl)ethyl]sulfamate C(C)SCCNS([O-])(=O)=O.[Na+]